Indol-1-ium [NH2+]1C=CC2=CC=CC=C12